3-(Butoxy(4-fluoro-2-(trifluoromethyl)phenyl)methyl)-5,6-dihydroimidazo[1,2-a]pyrazine C(CCC)OC(C1=CN=C2N1CCN=C2)C2=C(C=C(C=C2)F)C(F)(F)F